tin (II) phenolate C1(=CC=CC=C1)[O-].[Sn+2].C1(=CC=CC=C1)[O-]